methylorthoformate COC([O-])[O-]